7-((1-acetylpiperidin-3-yl)oxy)-4-(o-tolyl)isoquinolin-1(2H)-one C(C)(=O)N1CC(CCC1)OC1=CC=C2C(=CNC(C2=C1)=O)C1=C(C=CC=C1)C